FC(C1=CC=CC=C1)(F)F 6-(trifluoromethyl)benzol